C1OCC12CN(C2)C=2N=CC1=C(N2)CN(CC1)C(=O)OC(C)(C)C tert-butyl 2-(2-oxa-6-azaspiro[3.3]heptan-6-yl)-5,8-dihydropyrido[3,4-d]pyrimidin-7(6H)-carboxylate